2-amino-6-borono-2-(4-(4-methylphenylsulfonamido)butyl)hexanoic acid NC(C(=O)O)(CCCCB(O)O)CCCCNS(=O)(=O)C1=CC=C(C=C1)C